(+)-eugenol C=1(C(O)=CC=C(CC=C)C1)OC